Cl.F[C@H]1[C@@H](C1)N racemic-(trans)-2-fluorocyclopropanamine hydrochloride